OC1=C(C=CC(=C1)C(F)(F)F)C1=C(C=C(N=N1)N[C@H]1CN(CCC1)CC(=O)N1CC(CC1)O)C 2-((R)-3-((6-(2-hydroxy-4-(trifluoromethyl)phenyl)-5-methylpyridazin-3-yl)amino)piperidin-1-yl)-1-(3-hydroxypyrrolidin-1-yl)ethan-1-one